1,3-benzoxazole-6-carboxamide O1C=NC2=C1C=C(C=C2)C(=O)N